5-(azidomethyl)-2-ethylthiazole N(=[N+]=[N-])CC1=CN=C(S1)CC